FC1=C(C=CC=C1F)N1N=NC(=C1)[C@@H](CC)N1C=C(C2=C1N=CN=C2N)C=2C(=NC=C(C2)F)OC 7-{(1R)-1-[1-(2,3-difluorophenyl)-1H-1,2,3-triazol-4-yl]propyl}-5-(5-fluoro-2-methoxypyridin-3-yl)-7H-pyrrolo[2,3-d]pyrimidin-4-amine